9-(8-oxabicyclo[3.2.1]oct-3-yl)-2-chloro-7-methyl-7,9-dihydro-8H-purin-8-one C12CC(CC(CC1)O2)N2C1=NC(=NC=C1N(C2=O)C)Cl